[Si](C1=CC=CC=C1)(C1=CC=CC=C1)(C(C)(C)C)OC1CN(C1)C1=CC=C2C(=N1)C(=C(N2C(=O)OC(C)(C)C)B2OC(C(O2)(C)C)(C)C)C(C)C tert-Butyl 5-(3-((tert-butyldiphenylsilyl)oxy)azetidin-1-yl)-3-isopropyl-2-(4,4,5,5-tetramethyl-1,3,2-dioxaborolan-2-yl)-1H-pyrrolo[3,2-b]pyridine-1-carboxylate